1-(6-methoxy-2-(pyrrolidin-1-yl)-7-(3-(pyrrolidin-1-yl)prop-1-yn-1-yl)quinazolin-4-yl)piperidin-2-amine COC=1C=C2C(=NC(=NC2=CC1C#CCN1CCCC1)N1CCCC1)N1C(CCCC1)N